ClC1=NC(=C(C(=N1)Cl)C(=O)OCC)C Ethyl 2,4-dichloro-6-methylpyrimidine-5-carboxylate